FC=1C=2N(C(=CC1)N1N=CC(=C1C(F)(F)F)C(=O)NC1=CC(=NC=C1)C(F)(F)F)C=CN2 1-(8-Fluoroimidazo[1,2-a]pyridin-5-yl)-5-(trifluoromethyl)-N-(2-(trifluoromethyl)-pyridin-4-yl)-1H-pyrazol-4-carboxamid